NC1=CC(=CC(=N1)C1=NC(=NC(=N1)NC1=CC(=CC(=C1)F)F)NC(C)C)F (6-amino-4-fluoropyridin-2-yl)-N2-(3,5-difluorophenyl)-N4-Isopropyl-1,3,5-triazine-2,4-diamine